N-(3-chloro-5-(methylsulfonamido)phenyl)-4-(5-(3,3-difluoroazetidin-1-yl)-3-((5-fluoropyridin-3-yl)methoxy)pyridin-2-yl)-5-methylthiophene-2-carboxamide ClC=1C=C(C=C(C1)NS(=O)(=O)C)NC(=O)C=1SC(=C(C1)C1=NC=C(C=C1OCC=1C=NC=C(C1)F)N1CC(C1)(F)F)C